2-(4-isobutylphenyl)-4-(4-(trifluoromethyl)phenyl)-1H-pyrrole C(C(C)C)C1=CC=C(C=C1)C=1NC=C(C1)C1=CC=C(C=C1)C(F)(F)F